2,2-dimethyl-4,7,10,13,16-pentaoxo-3-oxa-5,8,11,14,17-pentaazanonadecan CC(C)(OC(NCC(NCC(NCC(NCC(NCC)=O)=O)=O)=O)=O)C